Cl.CN(C1C(NC(CC1)=O)=O)C1=CC=C(C=C1)N1CCNCC1 3-(methyl-(4-(piperazin-1-yl)phenyl)amino)piperidine-2,6-dione hydrochloride